(2,4-difluorobenzyloxy)-6-methylpyridin-2(1H)-one FC1=C(CON2C(C=CC=C2C)=O)C=CC(=C1)F